C(CCCCCCCCCCC)(=O)[O-].C(CCCCCCC)[Sn+2]CCCCCCCC.C(CCCCCCCCCCC)(=O)[O-] dioctyltin laurate